N-(3-Amino-4-(2-chloro-5-fluorophenoxy)-1-methyl-7-((3-methyloxetan-3-yl)ethynyl)-1H-indazol-5-yl)-3-fluoro-5-(trifluoromethyl)benzamide NC1=NN(C2=C(C=C(C(=C12)OC1=C(C=CC(=C1)F)Cl)NC(C1=CC(=CC(=C1)C(F)(F)F)F)=O)C#CC1(COC1)C)C